methyl N-[5-[5-[(4-acetamidophenyl)-methyl-carbamoyl]-7-methyl-pyrazolo[1,5-a]pyridin-3-yl]-2-pyridyl]carbamate C(C)(=O)NC1=CC=C(C=C1)N(C(=O)C1=CC=2N(C(=C1)C)N=CC2C=2C=CC(=NC2)NC(OC)=O)C